4,5,6,7-Tetrahydroindene C1C=CC=2CCCCC12